FC=1C=CC=C(C1SC1=NN=C(N1CC=1OC=CC1)C1=C(C=CC=C1)F)F 3,5-Difluoro-4-[[5-(2-fluorophenyl)-4-(2-furylmethyl)-1,2,4-triazol-3-yl]sulfanyl]benzol